disodium bicyclo[2.2.1]heptanedicarboxylic acid C12(C(CC(CC1)C2)C(=O)O)C(=O)O.[Na].[Na]